C(C=C)C=1C=CC=C(C1)C1=CC=CC(=C1)CC=C 5',5-di-2-propenyl-1,1'-biphenyl